4-methyl-3-(1,2,4-triazin-3-yl)aniline CC1=C(C=C(N)C=C1)C=1N=NC=CN1